C1(CCCCC1)NC(C1=CC(=CC=C1)NC1=CC=NC2=CC(=CC=C12)C(F)(F)F)=O N-cyclohexyl-3-[(7-trifluoromethylquinolin-4-yl)amino]benzamide